amino-1-naphthol NC1=C(C2=CC=CC=C2C=C1)O